3,3'-[5'-[3-(3-pyridinyl)phenyl][1,1':3',1''-terphenyl]-3,3''-diyl]bispyridine N1=CC(=CC=C1)C=1C=C(C=CC1)C=1C=C(C=C(C1)C1=CC(=CC=C1)C=1C=NC=CC1)C1=CC(=CC=C1)C=1C=NC=CC1